tert-butyl 1,6-diazaspiro[3.5]nonane-1-carboxylate N1(CCC12CNCCC2)C(=O)OC(C)(C)C